C(CCC)(=O)OC1CC(C1)OC(CCC)=O cyclobutane-1,3-diol di-n-butyrate